2-{[4-({5-[(2,4-dichlorophenoxy)methyl]furan-2-yl}methyl)piperidin-1-yl]methyl}-1-[(1-ethyl-1H-imidazol-5-yl)methyl]-1H-1,3-benzodiazole-6-carboxylic acid ClC1=C(OCC2=CC=C(O2)CC2CCN(CC2)CC2=NC3=C(N2CC2=CN=CN2CC)C=C(C=C3)C(=O)O)C=CC(=C1)Cl